ClC=1C(=CC2=C([C@@H]([C@](O2)(C2=CC=CC=C2)CNC2CCC(CC2)C(=O)OC)C)C1C1=C(C(=CC=C1C#N)OC)F)F methyl (1S,4r)-4-((((2S,3S,4S)-5-chloro-4-(6-cyano-2-fluoro-3-methoxyphenyl)-6-fluoro-3-methyl-2-phenyl-2,3-dihydrobenzofuran-2-yl)methyl)amino)cyclohexane-1-carboxylate